FC1=CC=C(C=C1)S(=O)(=O)N1CCCC2=CC=C(C=C12)NS(=O)(=O)C=1C=C(C(=O)O)C=CC1 3-(N-(1-((4-fluorophenyl)sulfonyl)-1,2,3,4-tetrahydroquinolin-7-yl)sulfamoyl)benzoic acid